C(=O)(OC(C)(C)C)N[C@@H](C(C)C)C(=O)O boc-L-valine